tert-Butyl 2-[4-[3-[(2,4-dioxo-3-azabicyclo[3.2.2]nonan-1-yl)amino]phenyl]piperidin-1-yl]acetate O=C1C2(CCC(C(N1)=O)CC2)NC=2C=C(C=CC2)C2CCN(CC2)CC(=O)OC(C)(C)C